CN(CC=CC(=O)NC1CN(CCC1)C(=O)C1=CC=2N(C=C1)C(=C(N2)C=2N(C1=CC=CC=C1C2)CC2=CC=C(C=C2)F)C)C 4-(dimethylamino)-N-(1-(2-(1-(4-fluorobenzyl)-1H-indol-2-yl)-3-methylimidazo[1,2-a]pyridine-7-carbonyl)piperidin-3-yl)but-2-enamide